C(C)(=O)OC(C=O)CC(C=1C(NC=CC1)=O)NC1CC1 (cyclopropylamino)-1-oxo-4-(2-oxo-1,2-dihydropyridin-3-yl)butan-2-yl acetate